6-[4-(aminomethyl)-4-methylpiperidin-1-yl]-3-[2-chloro-3-(trifluoromethyl)phenyl]-2-methyl-3,4-dihydropyrimidin-4-one NCC1(CCN(CC1)C1=CC(N(C(=N1)C)C1=C(C(=CC=C1)C(F)(F)F)Cl)=O)C